N-(3-(2-(benzo[d]thiazol-5-ylamino)-[1,2,4]triazolo[1,5-a]pyridin-5-yloxy)phenyl)acrylamide S1C=NC2=C1C=CC(=C2)NC2=NN1C(C=CC=C1OC=1C=C(C=CC1)NC(C=C)=O)=N2